[N+](=O)([O-])C=1C=C2C(N(C=NC2=CC1)CCN1CCCCC1)=O 6-nitro-3-(2-(piperidin-1-yl)ethyl)quinazolin-4(3H)-one